OCC1=CC(=C(C#N)C(=C1)C)C 4-hydroxymethyl-2,6-dimethylbenzonitrile